C(C)OC(=O)C=1N=C(OC1C1=CC(=CC=C1)N)C1=CC=C(C=C1)C(F)(F)F 5-(3-aminophenyl)-2-(4-(trifluoromethyl)phenyl)Oxazole-4-carboxylic acid ethyl ester